CS(=O)(=O)C1=CC=C(C=N1)NCC#CC=1N(C2=CC=C(C=C2C1)CNC1CCOCC1)CC(F)(F)F 6-methanesulfonyl-N-[3-(5-{[(oxan-4-yl)amino]methyl}-1-(2,2,2-trifluoroethyl)-1H-indol-2-yl)prop-2-yn-1-yl]pyridin-3-amine